N-(2-fluoro-4-(piperazin-1-yl)phenyl)-6-methoxy-2-methyl-2H-indazole-5-carboxamide HCl Salt Cl.FC1=C(C=CC(=C1)N1CCNCC1)NC(=O)C1=CC2=CN(N=C2C=C1OC)C